C12(CCC(CC1)CC2)C2=NC(=C1C=NC(=NN12)N[C@H]1[C@@H](COCC1)O)Cl (3S,4R)-4-[(7-{bicyclo[2.2.2]octan-1-yl}-5-chloroimidazo[4,3-f][1,2,4]triazin-2-yl)amino]oxan-3-ol